3-bromophenyl (1R,4R)-6-(4-(1H-imidazol-1-yl) phenyl)-5-(4-hydroxyphenyl)-7-oxabicyclo[2.2.1]hept-5-ene-2-sulfonate N1(C=NC=C1)C1=CC=C(C=C1)C1=C([C@H]2CC([C@@H]1O2)S(=O)(=O)OC2=CC(=CC=C2)Br)C2=CC=C(C=C2)O